Ethyl 2-(4-((4-(4-(trifluoromethyl)benzyl)-3-ethylpiperazin-1-yl)methyl)phenoxy)-2-methylpropanoate FC(C1=CC=C(CN2C(CN(CC2)CC2=CC=C(OC(C(=O)OCC)(C)C)C=C2)CC)C=C1)(F)F